2-((6-morpholinopyrimidin-4-yl)amino)-9-(5,6,7,8-tetrahydro-1,8-naphthyridin-2-yl)nonanoic acid O1CCN(CC1)C1=CC(=NC=N1)NC(C(=O)O)CCCCCCCC1=NC=2NCCCC2C=C1